C(C)(C)(C)OC(=O)N1[C@@H](CCCC1)C=1N(C(=C(N1)C1=CC=C(C=C1)C(NC1=NC=CC(=C1)CC)=O)C(=O)OCC)NC (S)-2-(5-(ethoxycarbonyl)-4-(4-((4-ethylpyridin-2-yl)carbamoyl)phenyl)-1-(methylamino)-1H-imidazol-2-yl)piperidine-1-carboxylic acid tert-butyl ester